BrC1=NC=2N(C(NC(C2N1CC#CC)=O)=O)C 8-bromo-3,7-dihydro-3-methyl-7-(2-butynyl)-1H-purine-2,6-dione